C(C1CO1)OCCC[Si](OC)(OC)CCCOCC1CO1 di-(γ-glycidoxypropyl)dimethoxysilane